tert-Butyl cis-4-{[(chloromethoxy)carbonyl]oxy}cyclohexyl butanedioate C(CCC(=O)O[C@@H]1CC[C@@H](CC1)OC(=O)OCCl)(=O)OC(C)(C)C